BrC=1C(=CC(=NC1)Cl)NC(C(F)F)CCO[Si](C)(C)C(C)(C)C 5-Bromo-N-(4-((tert-butyldimethylsilyl)oxy)-1,1-difluorobutan-2-yl)-2-chloropyridin-4-amine